6-[1-Methyl-6-[2-(1-methyl-4-phenyl-imidazol-2-yl)ethynyl]pyrazolo[3,4-d]pyrimidin-4-yl]-2-oxa-6-azaspiro[3.3]heptane CN1N=CC=2C1=NC(=NC2N2CC1(COC1)C2)C#CC=2N(C=C(N2)C2=CC=CC=C2)C